NC1=C(C=CC=C1)C=1C=C2C(=NN(C2=CC1)C(C1=CC=CC=C1)(C1=CC=CC=C1)C1=CC=CC=C1)NC(=O)C1CCN(CC1)C N-[5-(2-aminophenyl)-1-trityl-1H-indazol-3-yl]-1-methylpiperidine-4-carboxamide